tert-Butyl (2R)-2-(4-(4-((3,4-dichloro-2-hydroxy-5-oxo-2,5-dihydro-1H-pyrrol-1-yl)methyl)-2-methoxyphenyl)piperazine-1-carbonyl)pyrrolidine-1-carboxylate ClC=1C(N(C(C1Cl)=O)CC1=CC(=C(C=C1)N1CCN(CC1)C(=O)[C@@H]1N(CCC1)C(=O)OC(C)(C)C)OC)O